C(C1=CC=CC=C1)NC(=O)C12NCC3C(C1N(CC2C3)CC3=CC=CC=C3)CC3=CC=C(C=C3)O N,1-dibenzyl-7-(4-hydroxybenzyl)octahydro-3aH-3,6-methanopyrrolo[3,2-b]pyridine-3a-carboxamide